C1(=CC=CC=C1)OC=O anisoleOne